O1C=CSC=C1 [1,4]oxathiine